C(C1=CC=CC=C1)OC1=NC=C(C=C1[C@@H]1CN2C(CO1)=CNCC2)Cl (3R,9aS)-3-(2-(benzyloxy)-5-chloropyridin-3-yl)hexahydropyrazino[2,1-c][1,4]oxazine